C1(CCCCC1)NC1=NN2C(S1)=NC=C2C2=CC(=CC=C2)F N-cyclohexyl-5-(3-fluorophenyl)imidazo[2,1-b][1,3,4]thiadiazol-2-amine